ClC=1C=C(COC2=C(C=C(CN3CC(C3)C(=O)O)C=C2C)F)C=CC1Cl 1-(4-((3,4-dichlorobenzyl)oxy)-3-fluoro-5-methylbenzyl)azetidine-3-carboxylic acid